C(C)(CC)N sec-butyl-amine